ClC=1C=CC=C2C=CC=C(C12)N1CC=2C(=C(N=C(C2CC1)N1CCN(CC1)S(=O)(=O)C=C)OC[C@H]1N(CCC1)C)C#N (S)-6-(8-chloronaphthalen-1-yl)-3-((1-methylpyrrolidin-2-yl)methoxy)-1-(4-(vinylsulfonyl)piperazin-1-yl)-5,6,7,8-tetrahydro-2,6-naphthyridine-4-carbonitrile